2,4,6-tris[2-hydroxy-4-(3-butoxy-2-hydroxypropoxy)phenyl]triazine OC1=C(C=CC(=C1)OCC(COCCCC)O)N1NC(=CC(=N1)C1=C(C=C(C=C1)OCC(COCCCC)O)O)C1=C(C=C(C=C1)OCC(COCCCC)O)O